FC=1C=C(C(=O)NC)C=CC1[N+](=O)[O-] 3-fluoro-N-methyl-4-nitrobenzamide